C=12C=3C=CC=C(OCCNCCCOC=4C=CC(NN1)=C2C4)C3 7,14-dioxa-10,19,20-triazatetracyclo[13.5.2.12,6.018,21]tricosa-1(20),2(23),3,5,15(22),16,18(21)-heptaene